2-[3-(4-Chloro-3-fluorophenyl)-1-ethyl-1H-1,2,4-triazol-5-yl]-N-[(3,5-dimethoxyphenyl)methyl]acetamid ClC1=C(C=C(C=C1)C1=NN(C(=N1)CC(=O)NCC1=CC(=CC(=C1)OC)OC)CC)F